CC(CC(=O)NN1C(C2=CC=CC=C2C(=N1)C1=CC=CC=C1)=O)(C)C1=CC=CC=C1 3-methyl-N-(1-oxo-4-phenylphthalazin-2(1H)-yl)-3-phenylbutanamide